4-Mesityl-2-(naphthalen-1-yl)-5-phenyloxazole C1(=C(C(=CC(=C1)C)C)C=1N=C(OC1C1=CC=CC=C1)C1=CC=CC2=CC=CC=C12)C